ClC1=C(C=C(C=C1OC)OC)C1=CC2=C(N=C(N=C2)N[C@H]2[C@H](COC2)NC(C=C)=O)C(=N1)C=1C=NN(C1)C N-((3R,4S)-4-((6-(2-chloro-3,5-dimeth-oxyphenyl)-8-(1-methyl-1H-pyrazol-4-yl)pyrido[3,4-d]pyrimidin-2-yl)amino)tetrahydrofuran-3-yl)acrylamide